N6-(6-bromohexanoyl)-L-lysine BrCCCCCC(=O)NCCCC[C@H](N)C(=O)O